Cl.CN(CC(C)N1C2=CC=CC=C2SC=2C=CC=CC12)C N,N-dimethyl-2-phenothiazin-10-ylpropan-1-amine, hydrochloride